3-(bromomethyl)oxetane-3-carbaldehyde BrCC1(COC1)C=O